(R)-N-(1-(3-(1-(2-cyanoethyl)-1H-pyrazol-4-yl)-5-(thiophen-2-yl)phenyl)ethyl)-5-(2-(dimethylamino)ethoxy)-2-methylbenzamide C(#N)CCN1N=CC(=C1)C=1C=C(C=C(C1)C=1SC=CC1)[C@@H](C)NC(C1=C(C=CC(=C1)OCCN(C)C)C)=O